N,N,N',N'-tetra-methylethylenediamine CN(CCN(C)C)C